BrC=1C=C(C=C(C1)F)C[C@H](C(=O)O)[C@@H]1CN(CC1)C(=O)OC(C)(C)C (2S)-3-(3-bromo-5-fluoro-phenyl)-2-[(3R)-1-tert-butoxycarbonylpyrrolidin-3-yl]propanoic acid